2,2'-(4,4'-diamino-2,2'-dimethyl-[1,1'-biphenyl]-3,3'-diyl)bis(1,1,1,3,3,3-hexafluoropropan-2-ol) NC1=C(C(=C(C=C1)C1=C(C(=C(C=C1)N)C(C(F)(F)F)(C(F)(F)F)O)C)C)C(C(F)(F)F)(C(F)(F)F)O